C(C)(C)(C)OC(=O)NC(CC(=O)O)CC1=C(C=CC(=C1)Cl)[N+](=O)[O-] 3-[(tert-butoxycarbonyl)amino]-4-(5-chloro-2-nitrophenyl)butyric acid